N-[(2-amino-3-fluoroquinolin-7-yl)methyl]-N-(2-methanesulfonylpyridin-3-yl)-2-(pyridin-3-yl)-1,3-thiazole-5-carboxamide NC1=NC2=CC(=CC=C2C=C1F)CN(C(=O)C1=CN=C(S1)C=1C=NC=CC1)C=1C(=NC=CC1)S(=O)(=O)C